FC=1C=C(COC2=CC=C(CN[C@H](C(=O)N)C)C=C2)C=CC1 (S)-2-((4-((3-fluorobenzyl)oxy)benzyl)amino)propanamide